Benzyl (S)-(4-(7-carbamoyl-2-(1-ethyl-3-methyl-1H-pyrazole-5-carboxamido)-3,4-dihydro-5-oxa-1,2a-diazaacenaphthylen-3-yl)butyl)carbamate C(N)(=O)C=1C=C2OC[C@@H](N3C(=NC(C1)=C32)NC(=O)C3=CC(=NN3CC)C)CCCCNC(OCC3=CC=CC=C3)=O